N=1C=CN2C1C=CC=C2 imidazo[1,2-a]-pyridine